P1(=O)(OC2=C(C=C(C=C2C(C)(C)C)C(C)(C)C)CC2=C(C(=CC(=C2)C(C)(C)C)C(C)(C)C)O1)[O-] 2,2'-meThylen-bis-(4,6-di-tert-butylphenyl) phosphate